N1[C@@H](CCC2=CC=CN=C12)CCCCO[C@H]1CN(CC1)C(=O)OC(C)(C)C Tert-butyl (R)-3-(4-((R)-1,2,3,4-tetrahydro-1,8-naphthyridin-2-yl)butoxy)pyrrolidine-1-carboxylate